C(#N)C=1C=NN2C1C(=CC(=C2)OCC)C=2C=CC(=NC2)N2CCC(CC2)(CO)NC(=O)C2=NC=CC=C2F N-[1-[5-(3-cyano-6-ethoxy-pyrazolo[1,5-a]pyridin-4-yl)-2-pyridyl]-4-(hydroxymethyl)-4-piperidyl]-3-fluoro-pyridine-2-carboxamide